C(C)(C)(C)OC(NC1=NC(=CC=C1)COCC1=CC(=C(C(=C1)C1=NN(C=N1)C)OC)N)=O (6-(((3-Amino-4-methoxy-5-(1-methyl-1H-1,2,4-triazol-3-yl)benzyl)oxy)methyl)pyridin-2-yl)carbamic acid tert-butyl ester